methyl 2,3-dimethyl-3-phenylpropanoate CC(C(=O)OC)C(C1=CC=CC=C1)C